CN1N=C(C2=CC=C(C=C12)C1CCN(CC1)CC1CCNCC1)N1C(NC(CC1)=O)=O 1-(1-methyl-6-(1-(piperidin-4-ylmethyl)piperidin-4-yl)-1H-indazol-3-yl)dihydropyrimidine-2,4(1H,3H)-dione